(6-aminohexyl)trimethylammonium NCCCCCC[N+](C)(C)C